(S)-3,5-dichloro-2-(6-((1-methylpiperidin-3-yl)amino)pyridazin-3-yl)phenol ClC=1C(=C(C=C(C1)Cl)O)C=1N=NC(=CC1)N[C@@H]1CN(CCC1)C